FC1=C(C(=O)C2=CC=C(C=C2)O)C=CC=C1 2-fluoro-4'-hydroxybenzophenone